2-(6,7-dihydro-5H-pyrrolo[1,2-c]imidazol-1-yl)-2-(6-(4-(4-(2-(2,6-dioxopiperidin-3-yl)benzyl)piperazin-1-yl)phenyl)-4-fluoro-1-oxoisoindolin-2-yl)-N-(thiazol-2-yl)acetamide C1(=C2N(C=N1)CCC2)C(C(=O)NC=2SC=CN2)N2C(C1=CC(=CC(=C1C2)F)C2=CC=C(C=C2)N2CCN(CC2)CC2=C(C=CC=C2)C2C(NC(CC2)=O)=O)=O